FC(C=1C(=C(C=CC1)[C@@H](C)NC=1C2=C(N=C(N1)C)C=NC(=C2)NC2CCC(CC2)O)F)F 4-{[4-({(1R)-1-[3-(difluoromethyl)-2-fluorophenyl]ethyl}amino)-2-methylpyrido[3,4-d]pyrimidin-6-yl]amino}cyclohexan-1-ol